NC1=NC=CC(=C1N)C=1SC(=CC1)CC1=CC=CC=C1 2,3-diamino-4-(5-Benzylthien-2-yl)pyridine